1,6-Naphthalindiol C1(=CC=CC2=CC(=CC=C12)O)O